3-O-methyl-galactose CO[C@H]([C@H](C=O)O)[C@@H](O)[C@H](O)CO